cyclohexylbenzene-1,2-diamine C1(CCCCC1)C1=C(C(=CC=C1)N)N